ClC=1C=CC2=C(N(N=C2C1)CC1CCC(CC1)C1=CC=NC2=CC=C(C=C12)F)OC 4-(4-((6-chloro-3-methoxy-2H-indazol-2-yl)methyl)cyclohexyl)-6-fluoroquinoline